ClC=1C=C(C=CC1F)NC(N(CC)C(C1=CN=C(C2=CC=CC=C12)OC)C1CC1)=O 3-(3-Chloro-4-fluorophenyl)-1-(cyclopropyl-(1-methoxyisoquinolin-4-yl)methyl)-1-ethylurea